1-([1,3]dioxolo[4',5':5,6]benzo[1,2-d]thiazole-7-yl)-5-phenylimidazolidine-2-one O1COC=2C=CC3=C(N=C(S3)N3C(NCC3C3=CC=CC=C3)=O)C21